[2'-(methylamino)-2-biphenylyl]palladium methanesulfonate CS(=O)(=O)[O-].CNC1=C(C=CC=C1)C1=C(C=CC=C1)[Pd+]